1,3-Dimethyl-2-imidazolinone CN1CC(=O)N(C1)C